(R)-1-isopropyl-N-(3-methyl-1,1-dioxidothietan-3-yl)-3-(5-(1,1,2,2-tetrafluoroethoxy)pyridin-3-yl)-4,5,6,7-tetrahydro-1H-indazole-6-carboxamide C(C)(C)N1N=C(C=2CC[C@H](CC12)C(=O)NC1(CS(C1)(=O)=O)C)C=1C=NC=C(C1)OC(C(F)F)(F)F